3-ethyl-2-(2-methoxypyridin-4-yl)-5-(1-((1R,3R,5S)-9-methyl-9-azabicyclo[3.3.1]non-3-yl)piperidin-4-yl)-1H-indole C(C)C1=C(NC2=CC=C(C=C12)C1CCN(CC1)C1C[C@H]2CCC[C@@H](C1)N2C)C2=CC(=NC=C2)OC